[Br-].C(C)O[NH+](OCC)OCC triethoxyammonium bromide